3-methyl-imidazo[4,5-b]Pyridin-2-one CN1C(NC=2C1=NC=CC2)=O